O1C(=CC=C1)C1=NN2C(N=C(C=C2)N)=C1 2-(2-furyl)pyrazolo[1,5-a]pyrimidin-5-amine